1,5-anhydro-2,3-dideoxy-3-[(4-methyl-5-{[4-(5-methyl-1,3-oxazol-2-yl)phenyl]methyl}-2,3-dihydro-1-benzofuran-7-carbonyl)amino]-L-threo-pentitol CC1=C(C=C(C2=C1CCO2)C(=O)N[C@H]2CCOC[C@@H]2O)CC2=CC=C(C=C2)C=2OC(=CN2)C